C(C(C)=C)OCC(C(=O)OC(C1CO1)CC)=C β-ethylglycidyl α-methallyloxymethylacrylate